(2R,3R,5S)-2-(6-chloro-4-((3aR,6aS)-hexahydrocyclopenta[c]pyrrol-2(1H)-yl)-1H-pyrazolo[3,4-d]pyrimidin-1-yl)-5-(hydroxymethyl)-4-methylenetetrahydrofuran-3-ol ClC1=NC(=C2C(=N1)N(N=C2)[C@@H]2O[C@@H](C([C@H]2O)=C)CO)N2C[C@@H]1[C@H](C2)CCC1